2-{5-[3-(1-Amino-1-methyl-ethyl)-pyrrolidin-1-yl]-pyridin-2-ylamino}-6-bromo-8-cyclopentyl-8H-pyrido[2,3-d]pyrimidin-7-one NC(C)(C)C1CN(CC1)C=1C=CC(=NC1)NC=1N=CC2=C(N1)N(C(C(=C2)Br)=O)C2CCCC2